C[N+](C(CCS(=O)(=O)[O-])C)(CCO)C 3-[dimethyl-(2-hydroxyethyl)ammonio]-1-butanesulfonate